ClC=1C=CC2=C(N(C3=C(CC2)C=CC=C3)CCCCCCl)C1 3-chloro-5-(5-chloropentyl)-10,11-dihydro-5H-dibenzo[b,f]azepine